1,3-diethyl-1H-1,3-benzodiazol-3-ium formate C(=O)[O-].C(C)N1C=[N+](C2=C1C=CC=C2)CC